NCCC[SiH](OC(C)(C)C)OC aminopropyltrimethyldimethoxysilane